5-(chloro(4-chlorophenyl)methyl)-1-methyl-1H-1,2,3-triazole ClC(C1=CN=NN1C)C1=CC=C(C=C1)Cl